N1C=NC(=C1)CCNC(CC(=C)C=1C=CC=C2C(=C(NC12)C(=O)O)C1=CC(=C(C=C1)CS(=O)(=O)C)F)=O 7-(4-((2-(1H-Imidazol-4(s)-yl)ethyl)amino)-4-oxobut-1-en-2-yl)-3-(3-fluoro-4-((methylsulfonyl)-methyl)phenyl)-1H-indole-2-carboxylic acid